1-(4-(3-((4-amino-5-(6-methoxy-5-phenoxypyridin-2-yl)-7-methyl-7H-pyrrolo[2,3-d]pyrimidin-6-yl)ethynyl)azetidin-1-yl)piperidin-1-yl)prop-2-en-1-one NC=1C2=C(N=CN1)N(C(=C2C2=NC(=C(C=C2)OC2=CC=CC=C2)OC)C#CC2CN(C2)C2CCN(CC2)C(C=C)=O)C